2-[(E)-N-[(E)-3-chloroprop-2-enoxy]-C-ethylcarbonimidoyl]-3-hydroxy-5-(oxan-4-yl)cyclohex-2-en-1-one Cl/C=C/CO\N=C(/CC)\C=1C(CC(CC1O)C1CCOCC1)=O